dipropyl-dibutyl-phosphonium bromide [Br-].C(CC)[P+](CCCC)(CCCC)CCC